C(C1=CC=CC=C1)N1CCC2=C(CC1)C(=NC(=N2)C=2C=NC=C(C2)F)NCCC2=CNC1=CC(=CC=C21)OC 7-benzyl-2-(5-fluoropyridin-3-yl)-N-[2-(6-methoxy-1H-indol-3-yl)ethyl]-5H,6H,7H,8H,9H-pyrimido[4,5-d]azepin-4-amine